N-(prop-2-yn-1-yl)-4-(2,3,9-trimethyl-6H-thieno[3,2-f][1,2,4]triazolo[4,3-a][1,4]diazepin-4-yl)benzamide C(C#C)NC(C1=CC=C(C=C1)C1=NCC=2N(C3=C1C(=C(S3)C)C)C(=NN2)C)=O